CC([C@H](C)NC(=O)C1=C(C(=NN1C)C=1CCN(CC1)C(=O)OC(C)(C)C)NS(=O)(=O)C1=CC=C(C=C1)C)(C)C tert-butyl (S)-4-(5-((3,3-dimethylbutan-2-yl) carbamoyl)-1-methyl-4-((4-methylphenyl) sulfonamido)-1H-pyrazol-3-yl)-3,6-dihydropyridine-1(2H)-carboxylate